({[6-(prop-2-enoxy) hexyl] oxy} carbonyl) benzoate C(C1=CC=CC=C1)(=O)OC(=O)OCCCCCCOCC=C